C(C)OC(=O)C=1NC2=C(C=CC=C2C1C=1CN(CCC1)C(=O)OC(C)(C)C)F.CSC1=C2NC=NC2=NC(N1[2H])([2H])[2H] 6-methylmercaptopurine-d3 Ethyl-3-[1-(tert-butoxycarbonyl)-5,6-dihydro-2H-pyridin-3-yl]-7-fluoro-1H-indole-2-carboxylate